2,6,10,14-tetramethylpentadecanoic acid CC(C(=O)O)CCCC(CCCC(CCCC(C)C)C)C